(6S,8R)-N-(5-chloro-6-(5-fluoropyrimidin-4-yl)pyridin-3-yl)-8-(1-(difluoromethyl)-1H-pyrazol-4-yl)-2-fluoro-8-methyl-7,8-dihydro-6H-cyclopenta[e]pyrazolo[1,5-a]pyrimidine-6-carboxamide ClC=1C=C(C=NC1C1=NC=NC=C1F)NC(=O)[C@H]1C[C@](C2=C1C=NC=1N2N=C(C1)F)(C)C=1C=NN(C1)C(F)F